C1(=CC=CC=C1)S(=O)(=O)O.O=C1N(CC2=CC(=CC=C12)N1CCNCC1)[C@H]1C(NC(CC1)=O)=O (R)-3-(1-Oxo-5-(piperazin-1-yl)isoindolin-2-yl)piperidine-2,6-dione benzenesulfonate